sodium lauryl sulfate, dioctyl-succinate salt C(CCCCCCC)OC(CCC(=O)OCCCCCCCC)=O.S(=O)(=O)(OCCCCCCCCCCCC)[O-].[Na+]